NC1=C(C=CC(=C1)CN(C(=O)C=1C=NC(=NC1)C1CC1)C=1C(=NN(C1)C)OC)B(O)O (2-amino-4-{[1-(2-cyclopropylpyrimidin-5-yl)-N-(3-methoxy-1-methyl-1H-pyrazol-4-yl)formamido]methyl}phenyl)boronic acid